C1(CC1)C1=C(C=C(C=C1)[C@@H](NC(=O)[C@H]1N(C[C@@H](C1)F)C(CN1C=NN=C1)=O)C1=CC=CC=C1)F (2S,4R)-N-[(S)-(4-cyclopropyl-3-fluorophenyl)(phenyl)methyl]-4-fluoro-1-[2-(4H-1,2,4-triazol-4-yl)acetyl]pyrrolidine-2-carboxamide